CN1C(=NN=C1)S[C@@H](C)C=1C=C(C=CC1)NC(=O)C=1N=CC2=CC=C(C=C2C1)OCC(=O)NC (S)-N-(3-(1-(4-methyl-4H-1,2,4-triazol-3-ylthio)ethyl)phenyl)-6-(2-(methylamino)-2-oxoethoxy)isoquinoline-3-carboxamide